3-(3-(cis-3-methyl-1-(4-methyl-4H-1,2,4-triazol-3-yl)cyclobutyl)phenyl)-7-(1-((1-methylcyclobutyl)amino)ethyl)-9-(trifluoromethyl)-4H-pyrido[1,2-a]pyrimidin-4-one CC1CC(C1)(C1=NN=CN1C)C=1C=C(C=CC1)C1=CN=C2N(C1=O)C=C(C=C2C(F)(F)F)C(C)NC2(CCC2)C